propyloxacyclopentadecan C(CC)C1OCCCCCCCCCCCCC1